gallium indium tin-zinc [Zn].[Sn].[In].[Ga]